4-(3-Fluoro-2-(methoxymethoxy)phenyl)-5,6-dihydropyridin-2(1H)-one FC=1C(=C(C=CC1)C1=CC(NCC1)=O)OCOC